[Ti+2].FC(=C1C2=C(C=3C(C=CC3C3=C1C=CC=C3)C[Si](=O)N(C(C)(C)C)C)C=CC=C2)F (8-difluoromethylene-1,8-dihydrodibenzo[e,h]azulen-1-yl)-N-(1,1-dimethylethyl)dimethylsilanamide titanium (II)